FC1=C(C(=CC=C1)F)CN1N=NC(=C1)C(=O)O 1-[(2,6-difluorophenyl)methyl]-1H-1,2,3-triazole-4-carboxylic acid